ClC1=C(C=CC=C1)N1CCN(CC1)/C(=N/O)/C1=C(C=CC=C1I)F (E)-(4-(2-chlorophenyl)piperazin-1-yl)(2-fluoro-6-iodophenyl)methanone oxime